Glycylglycylaminohexanoic acid NCC(=O)NCC(=O)NC(C(=O)O)CCCC